4-methoxy-N-((1r,3s)-3-((2-(trifluoromethyl)quinolin-5-yl)amino)cyclohexyl)benzamide COC1=CC=C(C(=O)N[C@H]2C[C@H](CCC2)NC2=C3C=CC(=NC3=CC=C2)C(F)(F)F)C=C1